R-beta-azidobutyric acid N(=[N+]=[N-])[C@@H](CC(=O)O)C